N-(5-(7-(azetidin-1-yl)-[1,2,4]triazolo[1,5-a]pyridin-2-yl)-8-(methylamino)-2,7-naphthyridin-3-yl)cyclopropanecarboxamide N1(CCC1)C1=CC=2N(C=C1)N=C(N2)C2=C1C=C(N=CC1=C(N=C2)NC)NC(=O)C2CC2